COC([C@H](C(C)C1=CC=CC=C1)N1N=C(C(=CC1=O)C1=C(C=CC(=C1)Cl)C(C)=O)OC)=O (S)-2-(4-(2-acetyl-5-chlorophenyl)-3-methoxy-6-oxopyridazin-1(6H)-yl)-3-phenylbutyric acid methyl ester